NC1=C(C=C(OCCOC2=CC(=C(C=C2)N)F)C=C1)F 1,2-bis(4-amino-3-fluorophenoxy)ethane